4-Chloro-N-(cyclopropylmethyl)-7-(2,4-dimethoxypyrimidin-5-yl)quinoline-3-sulfonamide ClC1=C(C=NC2=CC(=CC=C12)C=1C(=NC(=NC1)OC)OC)S(=O)(=O)NCC1CC1